CN(C)C=C1C(C2(CCC2)CC1)=O 6-((dimethylamino)methylene)spiro[3.4]octan-5-one